(E)-methoxy-3-(4-methylphenyl)-benzoimidazol-2-one COC1=CC=CC=2NC(N(C21)C2=CC=C(C=C2)C)=O